BrCCC1=CC(=CC=C1)OC 1-(2-bromo-ethyl)-3-methoxy-benzene